C(C)C1=C(C(C)=CC(=C1N)CC)N 3,5-Diethyltoluene-2,4-diamine